3,5-dimethyl-pyrazole CC1=NNC(=C1)C